2-(1,4-dimethyl-1H-1,2,3-triazol-5-yl)-4-((3-fluoropyridin-2-yl)(tetrahydro-2H-pyran-4-yl)methyl)-4H-thieno[2',3':4,5]pyrrolo[3,2-b]pyridine-6-carboxylic acid methyl ester COC(=O)C=1C=C2C(=NC1)C1=C(N2C(C2CCOCC2)C2=NC=CC=C2F)C=C(S1)C1=C(N=NN1C)C